6-(dimethylamino)isoquinoline N-oxide CN(C=1C=C2C=C[N+](=CC2=CC1)[O-])C